N-(3-(4,4-difluoropiperidin-1-yl)-4-(4H-1,2,4-triazol-4-yl)phenyl)-4-(ethylsulfonamido)-2-(6-azaspiro[2.5]octan-6-yl)benzamide FC1(CCN(CC1)C=1C=C(C=CC1N1C=NN=C1)NC(C1=C(C=C(C=C1)NS(=O)(=O)CC)N1CCC2(CC2)CC1)=O)F